bis(2,6-dimethoxybenzoyl)-2,3,3-trimethyl-pentylphosphine oxide COC1=C(C(=O)P(CC(C(CC)(C)C)C)(C(C2=C(C=CC=C2OC)OC)=O)=O)C(=CC=C1)OC